1,1-Di-(tert.-Butylperoxy)-3,3,5-trimethylcyclohexan C(C)(C)(C)OOC1(CC(CC(C1)C)(C)C)OOC(C)(C)C